FC1(CCN(CCC1C)C=1C2=C(N=C(N1)OC[C@]13CCCN3C[C@@H](C1)F)C(=C(N=C2)C2=CC(=CC1=CC=C(C(=C21)CC)F)O)F)F 4-(4-(4,4-difluoro-5-methylazepan-1-yl)-8-fluoro-2-(((2R,7aS)-2-fluorotetrahydro-1H-pyrrolizin-7a(5H)-yl)methoxy)pyrido[4,3-d]pyrimidin-7-yl)-5-ethyl-6-fluoronaphthalen-2-ol